3-(4-Chlorobutyl)-5-(trifluoromethyl)-1H-indole ClCCCCC1=CNC2=CC=C(C=C12)C(F)(F)F